O1C=NC=2C1=CSC2 thieno[3,4-d]oxazole